OCC12CC(N(C2C1)C(CNC(CCCC1=CC=C(C=C1)OC1=CC=CC=C1)=O)=O)C(=O)N 5-(hydroxymethyl)-2-((4-phenoxyphenylbutyryl)glycyl)-2-azabicyclo[3.1.0]hexane-3-carboxamide